FC=1C(=C(C=CC1)NC1=C2C(=NC(=C1)NC1=NC=CC=C1)NN(C2=O)C)OC 4-((3-fluoro-2-methoxyphenyl)amino)-2-methyl-6-(pyridin-2-ylamino)-1,2-dihydro-3H-pyrazolo[3,4-b]pyridin-3-one